6-hydroxy-3,4-dihydroisoquinoline-2(1H)-carboxylic acid benzyl ester C(C1=CC=CC=C1)OC(=O)N1CC2=CC=C(C=C2CC1)O